S([O-])(O)=O.[Na+].ClC1=NC=C(C=C1)C(F)(F)F 2-Chloro-5-(trifluoromethyl)pyridine sodium bisulphite